6-chloro-4-fluoro-1H-benzo[d]imidazole-2-carboxylic acid ClC=1C=C(C2=C(NC(=N2)C(=O)O)C1)F